iron-zinc-indium [In].[Zn].[Fe]